FC1=CC=C(C=C1)C1=C(N=C(C2=CC3=C(C=C12)C=NN3)N=S3(CCCCC3)=O)C(C)C 1-((5-(4-fluorophenyl)-6-isopropyl-1H-pyrazolo[4,3-g]isoquinolin-8-yl)imino)hexahydro-1λ6-thiopyran 1-oxide